tert-butyl (S)-3-((8-(benzyl(methyl)carbamoyl)quinolin-5-yl)amino)pyrrolidine-1-carboxylate C(C1=CC=CC=C1)N(C(=O)C=1C=CC(=C2C=CC=NC12)N[C@@H]1CN(CC1)C(=O)OC(C)(C)C)C